C(C)(C)C1=NC=C(C(=O)NC2=CC(=CC=C2)[C@H](C)NC2=CN=C3C(=N2)N(N=C3)C)C=C1 (S)-6-isopropyl-N-(3-(1-((1-methyl-1H-pyrazolo[3,4-b]pyrazin-6-yl)amino)ethyl)phenyl)nicotinamide